C1(=C(CCCC1)C(=O)OC(C)C)C(=O)OC(C)C diisopropyl cyclohex-1-ene-1,2-dicarboxylate